C(C)(C)(C)S(=O)(=O)NC(C1=CC=C(C=C1)N1CCN(CC1)CC1=C(C=CC=C1)C1=CC(=CC=C1)O)=O N-tert-Butylsulfonyl-4-[4-[[2-(3-hydroxyphenyl)phenyl]methyl]piperazin-1-yl]benzamide